Cl.Cl.N(=NN1N=CCC1)N1N=CCC1 azobis(diazoline) dihydrochloride